4-(cyclopropyl(4-(5,6,7,8-tetrahydro-1,8-naphthyridin-2-yl)butyl)amino)-2-((6-(difluoromethyl)pyrimidin-4-yl)amino)butanoic acid C1(CC1)N(CCC(C(=O)O)NC1=NC=NC(=C1)C(F)F)CCCCC1=NC=2NCCCC2C=C1